O1CC(C1)C=O Oxetan-3-carboxaldehyde